(R)-azepin-3-ylcarbamic acid tert-butyl ester C(C)(C)(C)OC(NC1=CNC=CC=C1)=O